FC1=C(C=C2C=CN(C(C2=C1)=O)CC(C[C@H](C)NC=1C=NNC(C1C(F)(F)F)=O)=O)C1=NC=C(C=N1)C(F)(F)F 7-fluoro-2-[(4S)-2-oxo-4-[[6-oxo-5-(trifluoromethyl)-1H-pyridazin-4-yl]amino]pentyl]-6-[5-(trifluoromethyl)pyrimidin-2-yl]isoquinolin-1-one